(methylamino)-[1,1'-biphenyl] CNC1=C(C=CC=C1)C1=CC=CC=C1